FC(C=1C=C2C(=CN1)NC(=C2)C(=O)[O-])F 5-(difluoromethyl)-1H-pyrrolo[2,3-c]pyridine-2-carboxylate